C(C1=CC=CC=C1)OCCOC=1C=NN(C1C(=O)O)C 4-(2-(benzyloxy)ethoxy)-1-methyl-1H-pyrazole-5-carboxylic acid